4-(2-((1-methyl-1H-pyrazol-5-yl)amino)pyrimid-4-yl)thiophen-2-carboxamide CN1N=CC=C1NC1=NC=CC(=N1)C=1C=C(SC1)C(=O)N